(S)-N-(3-(1-((4-methyl-4H-1,2,4-triazol-3-yl)thio)ethyl)phenyl)-4-(pyrrolidine-1-carbonyl)picolinamide CN1C(=NN=C1)S[C@@H](C)C=1C=C(C=CC1)NC(C1=NC=CC(=C1)C(=O)N1CCCC1)=O